COC1=C(C=C(C(=C1)C1=CC=CC=C1)OC)C1=CC=CC=C1 2',5'-dimethoxy-1,1':4',1''-terphenyl